methyl 2-(4,4-difluoroazepan-1-yl)-5-methyl-6-(trifluoromethyl)pyridine-3-carboxylate FC1(CCN(CCC1)C1=NC(=C(C=C1C(=O)OC)C)C(F)(F)F)F